1-(4-(3,4-dichlorophenyl)-5-(isopropylsulfanyl)thiazol-2-yl)-3-methyl-4-(2-(methylamino)pyridin-4-yl)-1H-pyrazole-5-carboxylic acid ClC=1C=C(C=CC1Cl)C=1N=C(SC1SC(C)C)N1N=C(C(=C1C(=O)O)C1=CC(=NC=C1)NC)C